FC(CN1C(=NC=2C1=NC(=CC2)B(O)O)C)F [3-(2,2-difluoroethyl)-2-methylimidazo[4,5-b]pyridin-5-yl]boronic acid